5-(bromomethyl)-N-[5-[2-[3-[tert-butyl(dimethyl)silyl]oxypropyl]phenyl]-2-fluorophenyl]-3-chloro-2-methoxy-benzenesulfonamide BrCC=1C=C(C(=C(C1)S(=O)(=O)NC1=C(C=CC(=C1)C1=C(C=CC=C1)CCCO[Si](C)(C)C(C)(C)C)F)OC)Cl